FC1=C(C=CC=C1F)[C@@H]1C[C@@H](C=2N1N=C(N2)S(=O)(=O)C(F)(F)F)F (5s,7s)-5-(2,3-difluorophenyl)-7-fluoro-2-(trifluoromethylsulfonyl)-6,7-dihydro-5H-pyrrolo[1,2-b][1,2,4]triazole